2-carbonyl-2-(4-(5-(trifluoromethyl)pyrimidin-2-yl)piperazin-1-yl)acetaldehyde O-(2-((6-carbonyl-5-(trifluoromethyl)-1,6-dihydropyridazin-4-yl)amino)propyl) oxime C(=O)=C1C(=C(C=NN1)NC(CON=CC(N1CCN(CC1)C1=NC=C(C=N1)C(F)(F)F)=C=O)C)C(F)(F)F